(4-(6-([1,1'-Biphenyl]-4-yl)-2-phenylpyrimidin-4-yl)naphthalen-1-yl)boronic acid C1(=CC=C(C=C1)C1=CC(=NC(=N1)C1=CC=CC=C1)C1=CC=C(C2=CC=CC=C12)B(O)O)C1=CC=CC=C1